CN1C[C@H](C=C2C=3C=CC=C4NC=C(C[C@@H]12)C34)NC(N(CC)CC)=O N'-[(8α)-9,10-didehydro-6-methylergolin-8-yl]-N,N-diethyl-urea